bromo-6-((2,4-dichlorophenoxy)methyl)pyridine BrC1=NC(=CC=C1)COC1=C(C=C(C=C1)Cl)Cl